[(2RS,3RS,8aRS)-2,3,8,8-tetramethyl-1,2,3,5,6,7,8,8a-octahydro-2-naphthalenyl]ethenone C[C@]1(C[C@@H]2C(CCCC2=C[C@H]1C)(C)C)C=C=O |r|